FC1=C(C=CC(=C1)C(F)(F)F)I 2-fluoro-1-iodo-4-(trifluoromethyl)benzene